C(C)(C)N1CCN(CC1)C1=CC=C(C=C1)C=1C=C(C2=C(N(C(=N2)C)C)C1)NC1=NC=C(C=C1)N1CCOCC1 6-(4-(4-isopropylpiperazin-1-yl)phenyl)-1,2-dimethyl-N-(5-morpholinopyridin-2-yl)-1H-benzo[d]imidazol-4-amine